FC1=CC=C(C=C1)N1CCN(CC1)CC[C@@H]1OC(C2(C1)CCN(CC2)C(CN2C(OCC2)=O)=O)=O (R)-3-(2-(4-(4-fluorophenyl)piperazin-1-yl)ethyl)-8-(2-(2-oxooxazolidin-3-yl)acetyl)-2-oxa-8-azaspiro[4.5]decan-1-one